tert-butyl N-[[4-[[7-[bis[(2,4-dimethoxyphenyl)methyl]amino]-4-isopropoxy-2-(propylamino)imidazo[4,5-d]pyridazin-3-yl]methyl]phenyl]methyl]carbamate COC1=C(C=CC(=C1)OC)CN(C=1N=NC(=C2C1N=C(N2CC2=CC=C(C=C2)CNC(OC(C)(C)C)=O)NCCC)OC(C)C)CC2=C(C=C(C=C2)OC)OC